(S)-2-((4-(3-Chloro-4-(2-chloro-3-(4-chloro-6-methoxy-5-((((5-oxopyrrolidin-2-yl)methyl)amino)methyl)pyridin-2-yl)phenyl)pyridin-2-yl)-2-methoxybenzyl)amino)acetic acid ClC=1C(=NC=CC1C1=C(C(=CC=C1)C1=NC(=C(C(=C1)Cl)CNC[C@H]1NC(CC1)=O)OC)Cl)C1=CC(=C(CNCC(=O)O)C=C1)OC